2-chloro-5,6-dimethoxy-benzo[d]oxazole ClC=1OC2=C(N1)C=C(C(=C2)OC)OC